2-((2-(8-((4-chloro-3-(trifluoromethyl)phenyl)amino)pyrimido[5,4-d]pyrimidin-4-yl)hydrazineylidene)methyl)phenol ClC1=C(C=C(C=C1)NC1=NC=NC2=C1N=CN=C2NN=CC2=C(C=CC=C2)O)C(F)(F)F